(S)-2-((((3-fluorobenzyl)oxy)carbonyl)amino)-4-((2-methoxyethyl)(4-(5,6,7,8-tetrahydro-1,8-naphthyridin-2-yl)butyl)amino)butanoic acid FC=1C=C(COC(=O)N[C@H](C(=O)O)CCN(CCCCC2=NC=3NCCCC3C=C2)CCOC)C=CC1